C1(CC1)C1=CC2=C(C(=NN(C2=O)CC(=O)NC=2OC=CN2)C)O1 2-{2-cyclopropyl-7-methyl-4-oxo-4H,5H-furo[2,3-d]pyridazin-5-yl}-N-(1,3-oxazol-2-yl)acetamide